C12CNCC(CC1)N2C=2SC=1CN(CCC1N2)C(=O)C2=CC=CC=1OCOC12 (2-(3,8-diazabicyclo[3.2.1]octan-8-yl)-6,7-dihydrothiazolo[5,4-c]pyridin-5(4H)-yl)(benzo[d][1,3]dioxol-4-yl)methanone